ClC=1C=C(C(=O)N([C@@H](C)C=2N(N=CN2)C2=NN(C(CC2)=O)C)C)C=C(C1)S(=O)(=O)C(F)(F)F 3-chloro-N-methyl-N-[(1S)-1-[2-(1-methyl-6-oxo-4,5-dihydropyridazin-3-yl)-1,2,4-triazol-3-yl]ethyl]-5-(trifluoromethylsulfonyl)benzamide